(2S)-2-[(2-aminoacetyl)amino]-3-(3,4-diacetyloxyphenyl)propanoic acid NCC(=O)N[C@H](C(=O)O)CC1=CC(=C(C=C1)OC(C)=O)OC(C)=O